8-Bromo-5H-pyrido[3,2-B]indole BrC1=CC=2C3=C(NC2C=C1)C=CC=N3